5-((5-(2-methoxy-6-((morpholin-2-ylmethyl)amino)phenyl)-1H-pyrazol-3-yl)amino)pyrazine-2-carbonitrile COC1=C(C(=CC=C1)NCC1CNCCO1)C1=CC(=NN1)NC=1N=CC(=NC1)C#N